Nitro-4-(thiazol-5-yl)thiophene-3-carbonitrile [N+](=O)([O-])C=1SC=C(C1C#N)C1=CN=CS1